BrC=1C=C2C(=NC(N(C2=CC1)C)=O)C 6-bromo-1,4-dimethylquinazolin-2(1H)-one